O[C@@H]1C[C@H](N(C1)C([C@H](C(C)(C)C)NC(CCCCCCC(=O)O)=O)=O)C(N[C@@H](C)C=1C=C2C(=NN(C2=CC1)C)OC)=O 8-(((S)-1-((2S,4R)-4-hydroxy-2-(((S)-1-(3-methoxy-1-methyl-1H-indazol-5-yl)ethyl)carbamoyl)pyrrolidin-1-yl)-3,3-dimethyl-1-oxobutan-2-yl)amino)-8-oxooctanoic acid